4-chloro-N-(5-(2-fluorophenyl)-6-(2-(trifluoromethyl)pyridin-4-yl)-1,2,4-triazin-3-yl)thiazol-2-amine ClC=1N=C(SC1)NC=1N=NC(=C(N1)C1=C(C=CC=C1)F)C1=CC(=NC=C1)C(F)(F)F